FC(C1=NOC=C1C=O)(F)F 3-(trifluoro-methyl)isoxazole-4-carbaldehyde